ClC1=CC2=C([Se]NS2(=O)C)C=C1 6-chloro-1-methylbenzo[d][1,3,2]thiaselenazol-1-one